C1(CC1)N1C(CC(C1)CNC=1N=NC(=C2C1C=NC=C2)C2=C(C=C(C=C2)C(F)(F)F)O)=O cyclopropyl-4-[[[1-[2-hydroxy-4-(trifluoromethyl)phenyl]pyrido[3,4-d]pyridazin-4-yl]amino]methyl]pyrrolidin-2-one